C1(CC1)CS(=O)(=O)N(CC(C1=CC=C(C=C1)C1=NOC(=N1)C(F)(F)F)=O)C 1-cyclopropyl-N-methyl-N-(2-oxo-2-(4-(5-(trifluoromethyl)-1,2,4-oxadiazol-3-yl)phenyl)ethyl)methanesulfonamide